FC1=C(C=CC(=C1)S(F)(F)(F)(F)F)[C@H](C)N (S)-1-(2-fluoro-4-(pentafluoro-λ6-sulfanyl)phenyl)ethan-1-amine